(S)-4-(7-(3,5-difluorophenyl)-5-(3-methylpyrazin-2-yl)-7H-pyrrolo[2,3-d]pyrimidin-4-yl)-3-methylpiperazine-1-carboxylic acid ethyl ester C(C)OC(=O)N1C[C@@H](N(CC1)C=1C2=C(N=CN1)N(C=C2C2=NC=CN=C2C)C2=CC(=CC(=C2)F)F)C